1-cyclopropyl-2-iodo-4-nitro-1H-indole C1(CC1)N1C(=CC2=C(C=CC=C12)[N+](=O)[O-])I